S1C2=C(C=C1)C(=CC=C2)N2CCNCC2 1-benzo[b]thiophen-4-yl-piperazine